(4,5-Dihydro-1H-imidazol-2-yl)-[4-(4-isopropoxy-benzyl)-phenyl]-amine N1C(=NCC1)NC1=CC=C(C=C1)CC1=CC=C(C=C1)OC(C)C